CN1N=CC(=C1)C=1C=CC=2N(C1)N=CC2N 6-(1-methylpyrazol-4-yl)pyrazolo[1,5-a]pyridin-3-amine